5,5-dimethyl-2-((7-methyl-[1,2,4]triazolo[1,5-a]pyridin-6-yl)amino)-7-(tetrahydro-2H-pyran-4-yl)-5,7-dihydro-6H-pyrrolo[2,3-d]pyrimidin-6-one CC1(C(N(C=2N=C(N=CC21)NC=2C(=CC=1N(C2)N=CN1)C)C1CCOCC1)=O)C